tert-butyl (S)-6-(oxazole-5-carbonyl)-8-((R)-2-oxo-4-phenyloxazolidine-3-carbonyl)-2,6-diazaspiro[3.4]octane-2-carboxylate O1C=NC=C1C(=O)N1CC2(CN(C2)C(=O)OC(C)(C)C)[C@@H](C1)C(=O)N1C(OC[C@H]1C1=CC=CC=C1)=O